N,N-diphenylnaphthalen-1-amine C1(=CC=CC=C1)N(C1=CC=CC2=CC=CC=C12)C1=CC=CC=C1